2',2'-difluoro-2'-deoxycytidine-3',5'-dibenzoate FC1([C@@H](O[C@@H]([C@]1(O)C1=CC=CC=C1C(=O)[O-])C(O)C1=CC=CC=C1C(=O)[O-])N1C(=O)N=C(N)C=C1)F